ClCC(=O)N1CCC(CC1)C=1N=C2N(C=C(C(=C2F)C(C)(C)O)NC(C2=NC(=CC=C2)C2C(C2)(F)F)=O)C1 N-(2-(1-(2-chloroacetyl)piperidin-4-yl)-8-fluoro-7-(2-hydroxypropan-2-yl)imidazo(1,2-a)pyridin-6-yl)-6-(2,2-difluorocyclopropyl)picolinamide